O=C1N(C(C=C1)=O)C(C(=O)O)CCCCCCCC (2,5-dioxopyrrol-1-yl)decanoic acid